4-amino-3-cyclopentyl-oxazole-5-carboxamide NC=1N(COC1C(=O)N)C1CCCC1